FC=1C=C(C=CC1F)SCC(=O)C1=CC=C(C=C1)C1=NOC(=N1)C(F)(F)F 2-((3,4-difluorophenyl)thio)-1-(4-(5-(trifluoromethyl)-1,2,4-oxadiazol-3-yl)phenyl)ethan-1-one